ClC=1C(=CC(=C(C1)NC1=NC=NC2=CC(=C(C=C12)NC(\C=C\[C@@H]1N(CCC1)C)=O)OC)OC)OC1=NC=CC=C1 (R,E)-N-(4-((5-chloro-2-methoxy-4-(pyridin-2-yloxy)phenyl)amino)-7-methoxy-quinazolin-6-yl)-3-(1-methylpyrrolidin-2-yl)acrylamide